C(C1=CC=CC=C1)OC1=CC(=NC=2C=C[N+](=C(C12)C#N)[O-])Cl 4-benzyloxy-2-chloro-6-oxido-1,6-naphthyridin-6-ium-5-carbonitrile